BrC1=C(C=C(C(=N1)NC(=O)[C@H]1N[C@@H]2C[C@@]2(C1)C)C)F (1R,3S,5R)-N-(6-bromo-5-fluoro-3-methylpyridin-2-yl)-5-methyl-2-azabicyclo[3.1.0]hexane-3-carboxamide